C(C)(C)(C)OC(=O)N1C[C@@H](N(CC1)C=1C2=C(N=CN1)N(C=C2N2CCCC2)C=2SC(=CN2)C#N)C (S)-4-(7-(5-cyanothiazol-2-yl)-5-(pyrrolidin-1-yl)-7H-pyrrolo[2,3-d]pyrimidin-4-yl)-3-methylpiperazine-1-carboxylic acid tert-butyl ester